CSC=1N=C(C=2N=CN([C@H]3[C@H](O)[C@H](O)[C@@H](C(O)=O)O3)C2N1)NC 2-methylthio-N6-methyladenosineOne